N1C=CC2=C(C=CC=C12)CCNCC(=O)O 2-{[2-(1H-indol-4-yl)ethyl]amino}acetic acid